CC1(CCC(CC1)=CCC1OCC2=C(CO1)C=CC=C2)C 3-(2-(4,4-dimethylcyclohexylidene)ethyl)-1,5-dihydrobenzo[e][1,3]dioxepine